(1s,3s)-3-((2-(1-((3-(3-fluorophenyl)-1-methyl-1H-indazol-6-yl)methyl)piperidin-4-yl)-1H-benzo[d]imidazol-1-yl)methyl)cyclobutan-1-ol FC=1C=C(C=CC1)C1=NN(C2=CC(=CC=C12)CN1CCC(CC1)C1=NC2=C(N1CC1CC(C1)O)C=CC=C2)C